ethyl-((2-(4-(2-methoxy-N-(3-methylbenzyl) benzamido) phenyl) acetamido) methyl) benzoate C(C1=CC=CC=C1)(=O)OC(NC(CC1=CC=C(C=C1)N(C(C1=C(C=CC=C1)OC)=O)CC1=CC(=CC=C1)C)=O)CC